OC1=CC=CC=2C=3N(C(=NC12)NC=1C(N=CC=CC1)=O)N=C(N3)C3=CC=C(C=C3)OC (3R)-3-{[7-hydroxy-2-(4-methoxyphenyl)[1,2,4]triazolo[1,5-c]quinazolin-5-yl]amino}azepin-2-one